N-[(6-methylpyridin-2-yl)methyl]-N'-(2-pyridylmethyl)-N-(5,6,7,8-tetrahydro-8-quinolinyl)-1,4-xylylenediamine CC1=CC=CC(=N1)CN(CC1=CC=C(C=C1)CNCC1=NC=CC=C1)C1CCCC=2C=CC=NC12